(R)-3-amino-5-hydroxypentanoate N[C@@H](CC(=O)[O-])CCO